ONC(/C=C/C1=C(C=CC=C1)NC(=O)C1(CC1)C1=CC=CC=C1)=O (E)-N-(2-(3-(hydroxyamino)-3-oxoprop-1-en-1-yl)phenyl)-1-phenylcyclopropane-1-carboxamide